C(C)(C)C=1C=CC=C2C(=C(NC12)C(=O)O)C1=CC=C(C=C1)N1CCOCC1 7-isopropyl-3-(4-morpholinophenyl)-1H-indole-2-carboxylic acid